(R)-4-amino-7-fluoro-1-methyl-N-(2,2,2-trifluoroethyl)-N-(6-(trifluoromethyl)-2,3-dihydrobenzofuran-3-yl)-1H-pyrazolo[4,3-c]quinolin-8-carboxamide NC1=NC=2C=C(C(=CC2C2=C1C=NN2C)C(=O)N([C@H]2COC1=C2C=CC(=C1)C(F)(F)F)CC(F)(F)F)F